CN(C1=CC=C(C=N1)C1(NC=CC=2C(=C(C=CC12)C)N)N)C 1-(6-(dimethylamino)pyridin-3-yl)-6-methylisoquinoline-1,5-diamine